ClC1=C(C=CC=C1OCCCCl)C1=C(C(=CC=C1)OCCCCl)C 2-chloro-3,3'-bis(3-chloropropoxy)-2'-methyl-1,1'-biphenyl